C1(CCC1)CN(C(OCC1=C(N=NN1C)C1=NC(=C(N=C1)O[C@@H]1C[C@H](CC1)C(C=[N+]=[N-])=O)C)=O)C |r| (±)-(4-(5-((trans-3-(2-diazoacetyl)cyclopentyl)oxy)-6-methylpyrazin-2-yl)-1-methyl-1H-1,2,3-triazol-5-yl)methyl (cyclobutylmethyl)(methyl)carbamate